(S)-2-[4-bromo-2-(3-isoxazolyl)phenoxy]-3-cyclopropylpropionic acid BrC1=CC(=C(O[C@H](C(=O)O)CC2CC2)C=C1)C1=NOC=C1